N1-(2-(dipropylamino)phenyl)-N4,N4-dimethylbenzene-1,4-disulfonamide C(CC)N(C1=C(C=CC=C1)NS(=O)(=O)C1=CC=C(C=C1)S(=O)(=O)N(C)C)CCC